BrC1=C(C=C(C(=N1)C1=CC=2N(C=C1)N=C(N2)N2C(=CC=C2C)C)F)F 7-(6-bromo-3,5-difluoropyridin-2-yl)-2-(2,5-dimethyl-1H-pyrrol-1-yl)-[1,2,4]triazolo-[1,5-a]pyridine